S1C=C(C1)C=O (thietin-3-yl)methanone